NC([C@H](CC1=CC=C(C=C1)C1=CC(=CC=C1)OS(=O)(=O)C)NC(=O)[C@]1(OCCCNC1)C(=O)OC(C)(C)C)=O tert-Butyl (2S)-2-{[(2S)-1-amino-3-{3'-[(methylsulfonyl)oxy]biphenyl-4-yl}-1-oxopropan-2-yl]carbamoyl}-1,4-oxazepane-carboxylate